2'-Methoxy-5'-methyl-[1,1'-biphenyl]-4-carboxylic acid COC1=C(C=C(C=C1)C)C1=CC=C(C=C1)C(=O)O